ClC=1C(=CC(=NC1)OC)C1=CC(=NN1)C(=O)N1CCC(CC1)C(=O)NC1CC(C1)(C)F 1-(5-(5-chloro-2-methoxypyridin-4-yl)-1H-pyrazole-3-carbonyl)-N-(3-fluoro-3-methylcyclobutyl)piperidine-4-carboxamide